NC1=C(C=C(C(=O)OC)C=C1F)NCCOC1CC1 Methyl 4-amino-3-((2-cyclopropoxyethyl) amino)-5-fluorobenzoate